C(C1=CC=CC=C1)(C1=CC=CC=C1)(C1=CC=CC=C1)NC1=NC(=NS1)CC(=O)N 2-(5-(tritylamino)-1,2,4-thiadiazol-3-yl)acetamide